(5Z)-5-[[1-(2-methoxyphenyl)pyrazol-4-yl]methylene]-2-thioxo-thiazolidin-4-one COC1=C(C=CC=C1)N1N=CC(=C1)\C=C/1\C(NC(S1)=S)=O